FC=1C(=NC(=NC1)NC=1C=NC(=CC1)CN1CCN(CC1)C)C1=CC2=C(N=C3N2C(CCC3)C)C(=C1)F 5-fluoro-4-(6-fluoro-1-methyl-1,2,3,4-tetrahydrobenzo[4,5]imidazo[1,2-a]pyridin-8-yl)-N-(6-((4-methylpiperazin-1-yl)methyl)pyridin-3-yl)pyrimidin-2-amine